O=C1NC2(COC1)C(N(CCC2)C(=O)OC(C)(C)C)COC2CCC(CC2)C=2C(=NC=CC2C)OC tert-butyl 2-oxo-7-({[(1s,4s)-4-(2-methoxy-4-methylpyridin-3-yl)cyclohexyl]-oxy}methyl)-4-oxa-1,8-diazaspiro[5.5]undecane-8-carboxylate